1,5-dodecanolide CCCCCCCC1CCCC(=O)O1